3-[[4-amino-8-(trans-4-aminocyclohexyloxy)-5,5-dimethyl-6H-benzo[H]quinazolin-7-yl]-methyl-amino]propionitrile NC1=NC=NC=2C3=C(CC(C12)(C)C)C(=C(C=C3)O[C@@H]3CC[C@H](CC3)N)N(CCC#N)C